4-((8-Benzyl-8-azabicyclo[3.2.1]octan-3-yl)amino)-N-methyl-1H-pyrrolo[2,3-b]pyridine-5-carboxamide C(C1=CC=CC=C1)N1C2CC(CC1CC2)NC2=C1C(=NC=C2C(=O)NC)NC=C1